FC1=C(OCC2(CC2)C#N)C=CC(=C1)C1=NC(=NC=C1C)NC=1C=NN(C1)CCOC 1-((2-fluoro-4-(2-((1-(2-methoxyethyl)-1H-pyrazol-4-yl)amino)-5-methylpyrimidin-4-yl)phenoxy)methyl)cyclopropane-carbonitrile